C1(CCC1)N1N=C(C(=C1NC([C@@H](C(C)C)C)=O)C)CC1CC(C1)(F)F (R)-N-(1-cyclobutyl-3-((3,3-difluorocyclobutyl)methyl)-4-methyl-1H-pyrazol-5-yl)-2,3-dimethylbutanamide